BrC=1C(=CC(N(C1)OCC1=CC=CC=C1)=O)C1=C(C=C(C=C1)F)Cl 5-bromo-4-(2-chloro-4-fluorophenyl)-1-(phenylmethoxy)-2(1H)-pyridone